5-cyano-N-methyl-1'-[(1-phenylpyrazol-4-yl)methyl]spiro[1H-isobenzofuran-3,4'-piperidine]-1-carboxamide C(#N)C=1C=C2C(=CC1)C(OC21CCN(CC1)CC=1C=NN(C1)C1=CC=CC=C1)C(=O)NC